OCC(CNC(O[C@@H]1CC[C@H](CC1)C(N(C[C@@H]1CC[C@H](CC1)C1=NC(=C(C=C1)OC)C)C1=NC=CC(=C1)C=1N=C(OC1)C(C)C)=O)=O)(C)C trans-4-((4-(2-Isopropyloxazol-4-yl)pyridin-2-yl)((trans-4-(5-methoxy-6-methylpyridin-2-yl)cyclohexyl)methyl)carbamoyl)cyclohexyl (3-hydroxy-2,2-dimethylpropyl)carbamate